NC=1SC(=C(N1)C)C(=O)NCC1=C(C=C2[C@](NC(NC2=C1)=O)(C(F)(F)F)C#CC1CC1)F (S)-2-amino-N-((4-(cyclopropylethynyl)-6-fluoro-2-oxo-4-(trifluoromethyl)-1,2,3,4-tetrahydroquinazolin-7-yl)methyl)-4-methylthiazole-5-carboxamide